C(C)OC(=O)C1=C(N=C(S1)NC1=NC(=CC(=N1)CC(=O)N1CCC(CC1)N1CCCCC1)NCC1=CC=C(C=C1)S(N)(=O)=O)C 2-[[4-(2-[1,4']bipiperidin-1'-yl-2-oxo-ethyl)-6-(4-sulfamoyl-benzylamino)-2-pyrimidinyl]amino]-4-methyl-5-thiazolecarboxylic acid ethyl ester